2-((diphenylmethylene)amino)-2-(7-fluoro-4H-pyrido[1,2-a]pyrimidin-2-yl)acetamide C1(=CC=CC=C1)C(C1=CC=CC=C1)=NC(C(=O)N)C=1N=C2N(CC1)C=C(C=C2)F